O1C(=CC=C1)C(=O)OC1=C(C(=O)C2=CC=CC=C2)C=CC(=C1)OC(=O)C=1OC=CC1 2,4-difuranoyloxybenzophenone